ClC=1C=C(C=CC1Cl)NC(C1=CC(=C(C=C1)C)S(NC1=CC(=C(C=C1)Cl)Cl)(=O)=O)=O N-(3,4-dichlorophenyl)-3-(N-(3,4-dichlorophenyl)sulfamoyl)-4-methylbenzamide